FC(CC(C(=O)O)C)(F)F.C(C)OC(=O)C=1C=CC=NC1C(=O)OCC 5,6-diethoxycarbonyl-pyridine 2-trifluoroethyl-propionate